2-(4-Methylphenylacetylamino)-N-(4-bromophenyl)-1,3-selenazole-5-carboxamide CC1=CC=C(C=C1)CC(=O)NC=1[Se]C(=CN1)C(=O)NC1=CC=C(C=C1)Br